FC1=C(C(=C(C(=C1F)F)F)F)OC(OC1=C(C(=C(C(=C1F)F)F)F)F)=O Bis(perfluorophenyl)carbonate